cis-1-(2-methylbenzoyl)-2-(2,2-dimethylpropyl)piperidine-3-carboxylic acid (3-tert-butylphenyl)amide C(C)(C)(C)C=1C=C(C=CC1)NC(=O)[C@@H]1[C@@H](N(CCC1)C(C1=C(C=CC=C1)C)=O)CC(C)(C)C